C(C)OC(C1=C(C(=C(C=C1)N1CCN(CC1)CC1=CC=2C3=C(N(C(NC3=C1F)=O)CC)N=CN2)F)F)=O 4-(4-((3-ethyl-9-fluoro-2-oxo-2,3-dihydro-1H-pyrimido[4,5,6-de]quinazolin-8-yl)methyl)piperazin-1-yl)-2,3-difluorobenzoic acid ethyl ester